rel-5-Fluoro-N-isopropyl-2-(2-methyl-3-((2R,4S)-2-methylpiperidine-4-carbonyl)-1H-pyrrolo[2,3-c]pyridin-1-yl)-N-(2,2,2-trifluoroethyl)benzamide FC=1C=CC(=C(C(=O)N(CC(F)(F)F)C(C)C)C1)N1C(=C(C=2C1=CN=CC2)C(=O)[C@@H]2C[C@H](NCC2)C)C |o1:29,31|